CO[C@H](C)C1=C(C(=O)N)C=CC(=C1)C ((R)-1-methoxyethyl)-4-methylbenzamide